7-((2-(2,6-dioxopiperidin-3-yl)-1,3-dioxoisoindol-4-yl)amino)heptanamide O=C1NC(CCC1N1C(C2=CC=CC(=C2C1=O)NCCCCCCC(=O)N)=O)=O